C(C)(C)C=1C(=CC(=NC1)NC1=NC(=NS1)C=1C=C2C(=CN1)N(CC2)C)C(F)(F)F N-(5-isopropyl-4-(trifluoromethyl)pyridin-2-yl)-3-(1-methyl-2,3-dihydro-1H-pyrrolo[2,3-c]pyridin-5-yl)-1,2,4-thiadiazol-5-amine